[Si](C)(C)(C(C)(C)C)OC(C)(C)C1(CC2=CC=CC=C2C1)N1C(NC(C1)C(F)(F)F)=O 1-(2-(2-((tert-butyldimethylsilyl)oxy)propan-2-yl)-2,3-dihydro-1H-inden-2-yl)-4-(trifluoromethyl)imidazolidin-2-one